(1S,3R)-3-(methoxycarbonyl)cyclohexane-1-carboxylic acid COC(=O)[C@H]1C[C@H](CCC1)C(=O)O